tert-butyl 2-[[4-[(2,6-dioxo-3-piperidyl)oxy]phenyl]methyl]piperidine-1-carboxylate O=C1NC(CCC1OC1=CC=C(C=C1)CC1N(CCCC1)C(=O)OC(C)(C)C)=O